N,N-dimethyl-4-(4,4,5,5-tetramethyl-1,3,2-dioxaborolan-2-yl)-1H-pyrazole-1-ethanamine CN(CCN1N=CC(=C1)B1OC(C(O1)(C)C)(C)C)C